NC1CCC(CC1)C1=CC=CC=C1 1-amino-4-phenylcyclohexane